FC1=C(C=CC=C1)C1=C2C(=NN1CC1=CC(=CC=C1)[N+](=O)[O-])CN(C2)C(=O)OC(C)(C)C tert-butyl 3-(2-fluorophenyl)-2-(3-nitrobenzyl)-2,6-dihydropyrrolo[3,4-c]pyrazole-5(4H)-carboxylate